C(C=C)C1=C2C3(CCC1C3)C(=O)OC2=O allylnorbornenedioic anhydride